CC1NC(CC2(C1)OCC(C1=C2SC(=C1)C(F)(F)F)(O)C)C=1N=NN(C1)C 2',4-dimethyl-6'-(1-methyltriazol-4-yl)-2-(trifluoromethyl)spiro[5H-thieno[2,3-c]pyran-7,4'-piperidine]-4-ol